(S)-4-(cyclopropylethynyl)-4-(1,1-difluoroethyl)-7-((3,4-dimethyl-5-oxo-4,5-dihydro-1H-1,2,4-triazol-1-yl)methyl)-6-fluoro-3,4-dihydroquinazolin-2(1H)-one C1(CC1)C#C[C@@]1(NC(NC2=CC(=C(C=C12)F)CN1N=C(N(C1=O)C)C)=O)C(C)(F)F